NCCNCCCCO[Si](OC)(OC)C N-(beta-aminoethyl)-gamma-aminopropyl-methyl-trimethoxysilane